S1C2=C(C=C1C(C#N)(C=O)C(O)C1=CC(=CC=C1)F)C=CC=C2 (benzo[b]thiophen-2-yl)-2-((3-fluorophenyl)(hydroxy)methyl)-3-oxopropanenitrile